CC(C(=O)[O-])C α-methylpropanoate